6'-Chloro-1'-(2-(1,1-difluoroethyl)-6-(3-methoxycyclobutoxy)pyrimidin-4-yl)-1',2'-dihydrospiro[cyclopropane-1,3'-pyrrolo[3,2-c]pyridine] ClC1=CC2=C(C=N1)C1(CN2C2=NC(=NC(=C2)OC2CC(C2)OC)C(C)(F)F)CC1